FC1(CC2(CNC2)C1)F 6,6-difluoro-2-azaspiro[3.3]heptan